C1(=C2C=3C=CC=CC3C3=C(C2=CC=C1)C=CC=C3)C3=COC=1C3=CC=C3C1C=CC1=CC=CC=C13 (benzophenanthrenyl)(naphthobenzofuran)